2-(4-chlorophenyl)-4,6-bis(4-naphthalen-1-yl-phenyl)-benzothiazole ClC1=CC=C(C=C1)C=1SC2=C(N1)C(=CC(=C2)C2=CC=C(C=C2)C2=CC=CC1=CC=CC=C21)C2=CC=C(C=C2)C2=CC=CC1=CC=CC=C21